(2R)-2-(methoxymethyl)azetidin COC[C@@H]1NCC1